N-[(1S)-1-[(3R,5S)-3,5-dimethylcyclohexyl]-2-[4-(3,5-dimethyl-1H-pyrazol-4-yl)anilino]-2-oxo-ethyl]-2-methyl-pyrazole-3-carboxamide C[C@H]1CC(C[C@H](C1)C)[C@@H](C(=O)NC1=CC=C(C=C1)C=1C(=NNC1C)C)NC(=O)C=1N(N=CC1)C